3-isopropyl-5-[2-(2-morpholin-4-yl-ethoxy)-cyclohexylmethyl]-1,6-dihydro-pyrazolo[4,3-d]pyrimidin-7-one C(C)(C)C1=NNC2=C1N=C(NC2=O)CC2C(CCCC2)OCCN2CCOCC2